2-methyl-N-(1-(pyridin-4-yl)ethyl)quinazoline-4-carboxamide CC1=NC2=CC=CC=C2C(=N1)C(=O)NC(C)C1=CC=NC=C1